N-(6-Azaniumylhexyl)-2-(1-benzyl-5-oxopyrrolidin-2-yl)-2-oxoacetamide Chloride [Cl-].[NH3+]CCCCCCNC(C(=O)C1N(C(CC1)=O)CC1=CC=CC=C1)=O